((cyclohexyloxy)methyl)acrylate C1(CCCCC1)OCOC(C=C)=O